2-(6-(2,6-dioxopiperidin-3-yl)-5,7-dioxo-3,5,6,7-tetrahydropyrrolo[3,4-f]isoindol-2(1H)-yl)acetic acid O=C1NC(CCC1N1C(C=2C=C3C(=CC2C1=O)CN(C3)CC(=O)O)=O)=O